5-(cyclohexylmethyl)furan-2-carbonitrile C1(CCCCC1)CC1=CC=C(O1)C#N